1-oxa-2,5-diazole O1N=CC=N1